3,5-bis(bromomethyl)-phenol BrCC=1C=C(C=C(C1)CBr)O